C(C)OC(=O)C=1C=NN2C1OCC2(C)C 3,3-dimethyl-2,3-dihydropyrazolo[5,1-b]oxazole-7-carboxylic acid ethyl ester